2-((S)-1-acryloyl-4-(7-(8-chloronaphthalene-1-yl)-2-(((S)-1-(ethyl-d5)pyrrolidin-2-yl)methoxy)-5,6,7,8-tetrahydropyrido[3,4-d]pyrimidin-4-yl)piperazin-2-yl)acetonitrile C(C=C)(=O)N1[C@H](CN(CC1)C=1C2=C(N=C(N1)OC[C@H]1N(CCC1)C(C([2H])([2H])[2H])([2H])[2H])CN(CC2)C2=CC=CC1=CC=CC(=C21)Cl)CC#N